[[3-ethyl-5-[(2S)-2-(2-hydroxyethyl)-1-piperidyl]pyrazolo[1,5-a]pyrimidin-7-yl]aminomethyl]pyridin-2-ol C(C)C=1C=NN2C1N=C(C=C2NCC=2C(=NC=CC2)O)N2[C@@H](CCCC2)CCO